N-((4-(benzylamino)phenyl)sulfonyl)-5-chloro-4-(cyclopentylmethoxy)-2-fluorobenzamide C(C1=CC=CC=C1)NC1=CC=C(C=C1)S(=O)(=O)NC(C1=C(C=C(C(=C1)Cl)OCC1CCCC1)F)=O